(E)-(3-(naphthalene-2-yl)acryloyl)glycine methyl ester COC(CNC(\C=C\C1=CC2=CC=CC=C2C=C1)=O)=O